OCC1(C(NCC1)=O)NC(=O)C1=C(C=C2C=CC(=CN12)OC1=CC=C(C=C1)C)C N-(3-(hydroxymethyl)-2-oxopyrrolidin-3-yl)-2-methyl-6-(p-tolyloxy)indolizine-3-carboxamide